tin aluminium [Al].[Sn]